ClC=1C=CC=2C(C3=CC=CC=C3NC2C1Cl)=O 3,4-dichloroacridone